FC1=C2CN(C(C2=CC=C1C1CCN(CC1)C(=O)C=1NC2=CC(=C(C=C2C1C)F)N1CCOCC1)=O)C1C(NC(CC1)=O)=O 3-(4-Fluoro-5-(1-(5-fluoro-3-methyl-6-morpholino-1H-indole-2-carbonyl)piperidin-4-yl)-1-oxoisoindolin-2-yl)piperidine-2,6-dione